(S)-8-((5-bromopentyl)oxy)-7-methoxy-5-oxo-2-(((trifluoromethyl)sulfonyl)oxy)-11,11a-dihydro-1H-benzo[e]pyrrolo[1,2-a][1,4]diazepine-10(5H)-carboxylic acid allyl ester C(C=C)OC(=O)N1C[C@H]2N(C(C3=C1C=C(C(=C3)OC)OCCCCCBr)=O)C=C(C2)OS(=O)(=O)C(F)(F)F